titanium dioxid [O-2].[O-2].[Ti+4]